ClC=1N=C(SC1N(C(C(CC)C)=S)CC)C=1C=NC=CC1 N-[4-chloro-2-(3-pyridinyl)thiazol-5-yl]-N-ethyl-2-methyl-3-methylthiopropionamide